5-(4-Chloro-3-methoxyphenyl)-2-(8-(3-fluorobenzyl)imidazo[1,2-a]pyrazin-6-yl)-5-methyl-4-[(3,3,3-trifluoro-2-hydroxypropyl)amino]-5,7-dihydro-6H-pyrrolo[2,3-d]pyrimidin-6-one ClC1=C(C=C(C=C1)C1(C(NC=2N=C(N=C(C21)NCC(C(F)(F)F)O)C=2N=C(C=1N(C2)C=CN1)CC1=CC(=CC=C1)F)=O)C)OC